tert-butyl 2-[(6-bromo-2-methyl-3-pyridyl)sulfonyl]-2,6-diazaspiro[3.3]heptane-6-carboxylate BrC1=CC=C(C(=N1)C)S(=O)(=O)N1CC2(C1)CN(C2)C(=O)OC(C)(C)C